C(C)C=1C2C3=C(C4=CC=C(C=C4C(=C3C(C1)C2)O)C)OC(C(=C)C)=O 2-ethyl-6-methyl-9-methacryloyloxy-10-hydroxy-1,4-dihydro-1,4-methanoanthracene